(E)-3-(4-biphenylyl)acrylic acid C1(=CC=C(C=C1)/C=C/C(=O)O)C1=CC=CC=C1